tert-butyl (R)-4-(1-(2-methoxyethyl)-4-methyl-1H-pyrazol-5-yl)-6-methyl-3,6-dihydropyridine-1(2H)-carboxylate COCCN1N=CC(=C1C=1CCN([C@@H](C1)C)C(=O)OC(C)(C)C)C